C(C1=CC=CC=C1)N1[C@@H](CCC1)C1=NC(=C2N1C=CN=C2)C2=CC=C(C=C2)OC2=C(C(=CC=C2)OC)F (S)-3-(1-benzylpyrrolidin-2-yl)-1-(4-(2-fluoro-3-methoxyphenoxy)phenyl)imidazo[1,5-a]pyrazine